CN1C([C@H](COC2=C1C=CC=C2)NC(=O)C=2N=C1N(N2)[C@@H](CC1)C(F)(F)F)=O (5S)-N-[(3S)-5-methyl-4-oxo-2,3-dihydro-1,5-benzoxazepine-3-yl]-5-(trifluoromethyl)-6,7-dihydro-5H-pyrrolo[1,2-b][1,2,4]Triazole-2-carboxamide